CC1(NC(CC(C1)C(CN)CN)(C)C)C 2-(2,2,6,6-Tetramethylpiperidin-4-yl)propane-1,3-diamine